C(C=O)(=O)[C@@H]1CN(CC1)C(=O)OC(C)(C)C tert-butyl (3S)-3-oxaldehydoylpyrrolidine-1-carboxylate